5-[3,4-Dihydroisoquinolin-2(1H)-yl]-1-[3-chloro-10,11-dihydro-5H-dibenzo[b,f]azepin-5-yl]pentan-1-one oxalate C(C(=O)O)(=O)O.C1N(CCC2=CC=CC=C12)CCCCC(=O)N1C2=C(CCC3=C1C=CC=C3)C=CC(=C2)Cl